C(C1=CC=CC=C1)OC1=C2C(C(N=C2C2=C(C1=O)C=CC=C2)=O)(C)C 4-Benzyloxy-3,3-dimethyl-2H,3H,5H-benzo[g]indole-2,5-dione